2-methyl-1-[4-(methylthio)phenyl]-2-morpholinopropane methyl-(5-methoxypyrazin-2-yl)acetate COC(CC1=NC=C(N=C1)OC)=O.CC(CC1=CC=C(C=C1)SC)(C)N1CCOCC1